CN1C(C=2C(C1=O)=C(C=CC2)[N+](=O)[O-])=O N-methyl-Nitrophthalimide